C12CNCC(CC1)N2C=2SC1=C(N2)C(=CC(=C1)C(=O)NC1CCCC1)Br 2-(3,8-diazabicyclo-[3.2.1]octan-8-yl)-4-bromo-N-cyclopent-ylbenzo[d]thiazole-6-carboxamide